FC(C1=NC=CC(=C1)OC1=CC=C(C=O)C=C1)F 4-((2-(difluoromethyl)pyridin-4-yl)oxy)benzaldehyde